2,4-dicarboxyphenyl-diethylphosphine oxide C(=O)(O)C1=C(C=CC(=C1)C(=O)O)P(CC)(CC)=O